hydroxyl-propyl-amine ONCCC